The molecule is a glycosylgalactose consisting of alpha-D-glucopyranose and D-galactopyranose joined in sequence by a (1->4) glycosidic bond. It derives from an alpha-D-glucose and a D-galactose. C([C@@H]1[C@H]([C@@H]([C@H]([C@H](O1)O[C@H]2[C@H](OC([C@@H]([C@H]2O)O)O)CO)O)O)O)O